phenoxyethyl isobutyrate (PHENOXY ETHYL ISOBUTYRATE) O(C1=CC=CC=C1)CCC(C(=O)O)(C)C.C(C(C)C)(=O)OCCOC1=CC=CC=C1